bis(2,6-diethoxybenzoyl)(2-methylpropan-1-yl)phosphine oxide C(C)OC1=C(C(=O)P(CC(C)C)(C(C2=C(C=CC=C2OCC)OCC)=O)=O)C(=CC=C1)OCC